C(=O)(O)CC=1C(=C(C=C(C1)O)C1=NC=NC(=N1)C1=CC(=CC(=C1)O)O)O 2-(3-Carboxymethyl-2,5-dihydroxyphenyl)-4-(3,5-dihydroxyphenyl)-1,3,5-triazine